BrC=1C=C(C#N)C=C(C1C1C(NC(CC1)=O)=O)Cl 3-bromo-5-chloro-4-(2,6-dioxopiperidin-3-yl)benzonitrile